FC=1C=C(C=CC1F)CN1C2(CN(C2)C(=O)OC(C)(C)C)C(N(CC1=O)C1CCC(CC1)C)=O tert-butyl 5-[(3,4-difluorophenyl) methyl]-6,9-dioxo-8-[(1r,4r)-4-methylcyclohexyl]-2,5,8-triazaspiro[3.5]nonane-2-carboxylate